N1(CCOCC1)C1=CC=C(C=C1)C(C(=O)C1=CC=C(C=C1)N1CCOCC1)CC bis(4-morpholin-4-yl-phenyl)-butan-1-one